2-(Diethylamino)ethyl (5-(2-fluoro-5-((4-oxo-3,4-dihydrophthalazin-1-yl)methyl)phenyl)-1H-benzoimidazol-2-yl)carbamate FC1=C(C=C(C=C1)CC1=NNC(C2=CC=CC=C12)=O)C1=CC2=C(NC(=N2)NC(OCCN(CC)CC)=O)C=C1